N-({4-[3,5-bis(trifluoromethyl)phenoxy]-2,5-difluorophenyl}methyl)methane-sulfonamide FC(C=1C=C(OC2=CC(=C(C=C2F)CNS(=O)(=O)C)F)C=C(C1)C(F)(F)F)(F)F